N-(6-((tert-butyldimethylsilyl)oxy)hexyl)-5-(4,4,5,5-tetramethyl-1,3,2-dioxaborolan-2-yl)picolinamide [Si](C)(C)(C(C)(C)C)OCCCCCCNC(C1=NC=C(C=C1)B1OC(C(O1)(C)C)(C)C)=O